(R)-4-(3-(4-(3-hydroxypropoxy)phenyl)pyrrolidin-1-yl)-2-(trifluoromethyl)benzonitrile OCCCOC1=CC=C(C=C1)[C@@H]1CN(CC1)C1=CC(=C(C#N)C=C1)C(F)(F)F